2-fluoro-4-methoxy-N-(6-methylpyridin-2-yl)benzamide FC1=C(C(=O)NC2=NC(=CC=C2)C)C=CC(=C1)OC